2-(4-methoxyphenyl)-1-morpholinoethane-1-one COC1=CC=C(C=C1)CC(=O)N1CCOCC1